N1=CC(=CC=C1)CNC(=O)NC1=CC=C(C=C1)S(NCC1=CC(=CC=C1)C(F)(F)F)(=O)=O 1-(pyridin-3-ylmethyl)-3-[4-({[3-(trifluoromethyl)phenyl]methyl}sulfamoyl)phenyl]urea